N1(CCNCC1)CCOCCO 2-[2-(1-piperazinyl)ethoxy]-ethanol